Cl.NC(C)(C)C=1C=C(C(=O)NCC2=CC=3NC4=CC(=C(C=C4C3C=C2)F)F)C=CC1 3-(2-aminopropan-2-yl)-N-((6,7-difluoro-9H-carbazol-2-yl)methyl)benzamide hydrochloride